C1(=CC=CC=C1)N(C(=O)OCC1CCC(CC1)COCC(=O)O)C1=CC=C(C=C1)C 2-(((1s,4s)-4-((phenyl(p-tolyl)carbamoyloxy)methyl)cyclohexyl)methoxy)acetic acid